C(C)C=1C=C2CC(CC2=CC1CC)NC[C@H](O)C1=C2C=CC(NC2=C(C=C1)O)=O 5-[(1R)-2-[(5,6-diethyl-2,3-dihydro-1H-inden-2-yl)amino]-1-hydroxyethyl]-8-hydroxy-1H-quinolin-2-one